4-(6-(3,5-dimethylisoxazol-4-yl)-4-morpholinoquinazolin-2-yl)-1H-pyridine CC1=NOC(=C1C=1C=C2C(=NC(=NC2=CC1)C1=CCNC=C1)N1CCOCC1)C